N-ETHYL-2-[ETHYL(4-FORMYL-2-METHYLPHENYL)AMINO]ACETAMIDE C(C)NC(CN(C1=C(C=C(C=C1)C=O)C)CC)=O